CN1C(C(C2=CC(=CC=C12)C)=O)=O 1,5-dimethyl-2,3-indolinedione